[Na+].C(CCCCCCCCC(=O)[O-])(=O)ON1CCCCC1 piperidyl sebacate, sodium salt